C(\C=C/C(=O)[O-])(=O)OC monomethyl maleinate